4-{[8-fluoro-6-hydroxy-7-(1,1,4-trioxo-1λ6,2,5-thiadiazolidin-2-yl)naphthalen-2-yl]amino}butanenitrile FC=1C(=C(C=C2C=CC(=CC12)NCCCC#N)O)N1S(NC(C1)=O)(=O)=O